2-(2-aminoethoxy)ethanolate NCCOCC[O-]